C(=O)OC1=C(C=C(C(=C1OC)OC)OC)C1=CC=CC=C1 2-formyloxy-3,4,5-trimethoxy-[1,1'-biphenyl]